2-(buta-1,3-dien-2-yloxy)-2-methyl-1-phenylpropan-1-one C=C(C=C)OC(C(=O)C1=CC=CC=C1)(C)C